1-{1-[4-chloro-4'-(piperazin-1-yl)[1,1'-biphenyl]-2-yl]piperidin-3-yl}-5-(trifluoromethyl)-1H-pyrazole-4-carboxylic acid hydrogen chloride Cl.ClC1=CC(=C(C=C1)C1=CC=C(C=C1)N1CCNCC1)N1CC(CCC1)N1N=CC(=C1C(F)(F)F)C(=O)O